ClC1=C(C=CC(=C1)Cl)C1=NC2=CC(=CC=C2C(=C1CN)CN1N=CN=C1)OCC(=O)OCC 2-(2,4-dichlorophenyl)-3-aminomethyl-4-(1,2,4-triazol-1-yl)methyl-7-ethoxyformylmethoxyquinoline